NC1=C(CCNC2=C(C=CC=C2)O)C=CC=C1 2-(2-amino-phenethyl)aminophenol